FC1=C(C=CC(=N1)C(NC(=O)C1C2CC2CN1C(CC1=CN=NN1)=O)C1=CC=CC=C1)C(C)C N-{[6-fluoro-5-(propan-2-yl)pyridin-2-yl](phenyl)methyl}-3-[2-(1H-1,2,3-triazol-5-yl)acetyl]-3-azabicyclo[3.1.0]hexane-2-carboxamide